3-(2-Nitroethyl)dihydrofuran-2(3H)-one [N+](=O)([O-])CCC1C(OCC1)=O